bis(2,2,6,6-tetramethyl-4-piperidyl)benzene-1,3-disulfonate CC1(NC(CC(C1)OS(=O)(=O)C1=CC(=CC=C1)S(=O)(=O)OC1CC(NC(C1)(C)C)(C)C)(C)C)C